NC1=NC(=NC(=N1)C1=NC(=CC=C1)C(F)(F)F)NCC(C)(O)C 1-((4-amino-6-(6-(trifluoromethyl)pyridin-2-yl)-1,3,5-triazin-2-yl)amino)-2-methylpropan-2-ol